NC1=C(N(N=C1C)CC1=CC=C(C=C1)OC)C1=C(C(=CC(=C1)N1CCOCC1)F)NC(OC(C)(C)C)=O tert-butyl N-[2-[4-amino-2-[(4-methoxyphenyl) methyl]-5-methyl-pyrazol-3-yl]-6-fluoro-4-morpholino-phenyl]carbamate